BrC=1N(C(=C(N1)C1=NC2=C(C=NC(=C2)C(F)(F)F)N1C)SCC)C 2-[2-bromo-5-(ethylsulfanyl)-1-methyl-1H-imidazol-4-yl]-3-methyl-6-(trifluoromethyl)-3H-imidazo[4,5-c]pyridine